4-[4-(cyanomethyl)benzamido]-2-fluorophenylcarbamic acid t-butyl ester C(C)(C)(C)OC(NC1=C(C=C(C=C1)NC(C1=CC=C(C=C1)CC#N)=O)F)=O